S1C(CCCCCCC1)C(=O)O Thionanoic acid